3-(6-Chloro-5-fluoro-2-((2-isopropyl-4-methylpyridin-3-yl)amino)pyridin-3-yl)-2-nitro-3-oxopropane Ethyl-acetate C(C)OC(C)=O.ClC1=C(C=C(C(=N1)NC=1C(=NC=CC1C)C(C)C)C(C(C)[N+](=O)[O-])=O)F